2-chloropyridin-methanol ClC1(NC=CC=C1)CO